4-(methoxycarbonyl)-2-nitrobenzaldehyde COC(=O)C1=CC(=C(C=O)C=C1)[N+](=O)[O-]